NC1=C(C(=NC(=N1)C1=C(C(=CC=C1)Cl)Cl)CO)N1CC=2C(=C1)C=C(C2)N (6-amino-5-(5-aminocyclopenta[c]pyrrol-2(1H)-yl)-2-(2,3-dichlorophenyl)pyrimidin-4-yl)methanol